3-bromo-5-(3-bromo-2-chloro-phenyl)phenanthridin-6-one BrC=1C=CC=2C3=CC=CC=C3C(N(C2C1)C1=C(C(=CC=C1)Br)Cl)=O